(S)-2-((5-chloro-4-(9-fluoro-1-methyl-1,2,3,4-tetrahydrobenzo[4,5]imidazo[1,2-a]pyrimidin-7-yl)pyrimidin-2-yl)amino)propan-1-ol ClC=1C(=NC(=NC1)N[C@H](CO)C)C1=CC2=C(N=C3N2CCCN3C)C(=C1)F